3,6-dimethoxy-4-(2-aminoethyl)benzonorbornane 2-methylpropan-2-yl-3-{2-amino-3-bromo-4-[(2-chloro-5-fluorophenyl)carbonyl]-5-nitrophenyl}propanoate CC(C)(C)OC(CCC1=C(C(=C(C(=C1)[N+](=O)[O-])C(=O)C1=C(C=CC(=C1)F)Cl)Br)N)=O.COC1C2C3=C(C1CC2)C=C(C=C3CCN)OC